aminosilver nitrate [N+](=O)(O)[O-].N[Ag]